C(=O)(OC(C)(C)C)N1CC2=CC(=C(C(=C2CC1)Cl)C(=O)O)Cl 2-(BOC)-5,7-dichloro-1,2,3,4-tetrahydroisoquinoline-6-carboxylic acid